tert-butyl (trans-4-{[(3S,4R)-3-{3-[3,5-bis(trifluoromethyl)phenyl]-2-oxoimidazolidin-1-yl}-4-(4-fluorophenyl)pyrrolidin-1-yl]carbonyl}cyclohexyl)carbamate FC(C=1C=C(C=C(C1)C(F)(F)F)N1C(N(CC1)[C@@H]1CN(C[C@H]1C1=CC=C(C=C1)F)C(=O)[C@@H]1CC[C@H](CC1)NC(OC(C)(C)C)=O)=O)(F)F